1,9-undecadiene C=CCCCCCCC=CC